7-cyclopropyl-N,N,2-trimethylpyrido[2,3-d]pyrimidine-6-carboxamide C1(CC1)C=1C(=CC2=C(N=C(N=C2)C)N1)C(=O)N(C)C